1-(3-amino-4-(piperidin-1-yl)phenyl)ethan-1-one NC=1C=C(C=CC1N1CCCCC1)C(C)=O